COCCNCCO 2-((2-methoxyethyl)amino)ethan-1-ol